C(C)(C)(C)OC(=O)N1C[C@@H](CCC1)N1N=C(C=2C1=NC=NC2)C2=CC=C(C=C2)OC2=CC=CC=C2 (R)-3-(3-(4-phenoxyphenyl)-1H-pyrazolo[3,4-d]pyrimidin-1-yl)piperidine-1-carboxylic acid tert-butyl ester